C(CCCCCCCCCCCCC)C(C(C(O)CCCCCCCCCCCCCC)O)O dimyristyl-glycerol